Methyl (8-Iodo-5-methoxy-4-oxo-4H-chromen-2-yl)carboxylate IC=1C=CC(=C2C(C=C(OC12)C(=O)OC)=O)OC